5-bromo-2-methyl-1-tosyl-1H-pyrrolo[2,3-b]pyridine BrC=1C=C2C(=NC1)N(C(=C2)C)S(=O)(=O)C2=CC=C(C)C=C2